ClC=1C=C(C=NC1Cl)NC(=O)[C@H]1[C@@H]2[C@H]3C[C@H]3[C@H]([C@H]1C1=CC(=NC=C1)C)O2 (1R,2R,4S,5S,6R,7R)-N-(5,6-dichloropyridin-3-yl)-7-(2-methylpyridin-4-yl)-8-oxatricyclo[3.2.1.02,4]octane-6-carboxamide